[Mg].[Ca].[Si].[Ti] titanium-silicon-calcium-magnesium